N-(4-((5-(1,6-dimethyl-1H-pyrazolo[3,4-b]pyridin-4-yl)-3-methyl-4,5,6,7-tetrahydro-1H-pyrazolo[4,3-c]pyridin-1-yl)methyl)bicyclo[2.2.2]octan-1-yl)oxetan-3-amine CN1N=CC=2C1=NC(=CC2N2CC1=C(CC2)N(N=C1C)CC12CCC(CC1)(CC2)NC2COC2)C